ClC1=CC(=C(COC2=CC=CC(=N2)C2=NC=C(C=C2)CC2=NC3=C(N2C[C@H]2OCC2)C=C(C=C3)C(=O)O)C=C1)F (S)-2-((6'-(4-chloro-2-fluorobenzyloxy)-2,2'-bipyridin-5-yl)methyl)-1-(oxetan-2-ylmethyl)-1H-benzo[d]imidazole-6-carboxylic acid